Gold (II) Oxygen [O+2].[Au+2]